FC1(CCN(CC1)C(=O)C=1N=COC1C)C(=O)N1CCOC2=C(C1)C=NC=C2C#N 4-[4-fluoro-1-(5-methyloxazole-4-carbonyl)piperidine-4-carbonyl]-3,5-dihydro-2H-pyrido[3,4-f][1,4]oxazepine-9-carbonitrile